COC=1C=CC(=NC1)COC=1C=CC2=C(N=C(O2)C=2C=CC(=NC2)C(=O)NC)C1 5-{5-[(5-methoxypyridin-2-yl)methoxy]-1,3-benzoxazol-2-yl}-N-methylpyridin-2-carboxamide